BrC1=C(C(=O)O)C=C(C(=N1)OC(F)(F)F)O 2-bromo-5-hydroxy-6-(trifluoromethoxy)nicotinic acid